6-amino-5-methoxy-N,N-dimethylpyridine-3-sulfonamide NC1=C(C=C(C=N1)S(=O)(=O)N(C)C)OC